phenyltridecyl-pentaerythritol tetraphosphite P(O)(O)OC(C(COP(O)O)(COP(O)O)COP(O)O)CCCCCCCCCCCCCC1=CC=CC=C1